C(C1=CC=CC=C1)OC1=NC(=CC=C1N1C(NC2=C1C=CC(=C2)Br)=O)OCC2=CC=CC=C2 1-(2,6-bis(benzyloxy)pyridin-3-yl)-5-bromo-1,3-dihydro-2H-benzo[d]imidazol-2-one